(2S)-2-allyl-pyrrolidine-1-carboxylic acid tert-butyl ester C(C)(C)(C)OC(=O)N1[C@@H](CCC1)CC=C